6',7'-dihydrospiro[cyclopentane-1,5'-pyrrolo[2,3-d]pyrimidin]-6'-one N1=CN=CC2=C1NC(C21CCCC1)=O